C(#C)C1=C(C=CC2=CC(NC(=C12)C1=C(C=2N=C(N=C(C2C=N1)N(C[C@H]1NCCC1)C)N1CCC(CC1)(C)O)F)=O)F (S)-8-ethynyl-7-fluoro-1-(8-fluoro-2-(4-hydroxy-4-methylpiperidin-1-yl)-4-(methyl(pyrrolidin-2-ylmethyl)amino)pyrido[4,3-d]pyrimidin-7-yl)isoquinolin-3(2H)-one